1,1,3,3-tetraisobutyldisiloxane C(C(C)C)[SiH](O[SiH](CC(C)C)CC(C)C)CC(C)C